P(=O)(ONS(=O)(=O)C)([O-])[O-] methanesulfonylamino phosphate